C(C)(C)(C)OC(=O)N1[C@@H](CCC1)C1=NC(=C(C(=C1C(=O)OCC)C1=CC=C(S1)C(=O)O)C(=O)OCC)CCC1=CC=C(C=C1)F (S)-5-(2-(1-(tert-butoxycarbonyl)pyrrolidin-2-yl)-3,5-bis(ethoxycarbonyl)-6-(4-fluorophenethyl)pyridin-4-yl)thiophene-2-carboxylic acid